O=C1NC(CCC1N1C(C(=CC1=O)NC=1C=C(CNC(=O)NC2=CC=CC=C2)C=CC1)=O)=O 1-(3-((1-(2,6-dioxopiperidin-3-yl)-2,5-dioxo-2,5-dihydro-1H-pyrrol-3-yl)amino)benzyl)-3-phenylurea